1-(3-bromo-4-fluorophenyl)cyclopropanecarbonitrile BrC=1C=C(C=CC1F)C1(CC1)C#N